C1(CCCCC1)C[C@H](C(=O)N1C(CC(C1)N1N=NC=C1C(C)(C)O)C(=O)N)NC(C1=CC=C(C=C1)S(NC1CC1)(=O)=O)=O 1-((R)-3-cyclohexyl-2-(4-(N-cyclopropylsulfamoyl)benzamido)propanoyl)-4-(5-(2-hydroxypropan-2-yl)-1H-1,2,3-triazol-1-yl)pyrrolidine-2-carboxamide